CN(C1=CC=C2C=C(C(OC2=C1)=O)C(C1=CC=C(C=C1)OC)=O)C 7-dimethylamino-3-(4-methoxybenzoyl)coumarin